FC=1C(=NC=CC1)N1N=CC(=C1C)C1=CC=C(C=C1)OC(F)(F)F 3-fluoro-2-(5-methyl-4-(4-(trifluoromethoxy)phenyl)-1H-pyrazol-1-yl)pyridine